6-(3-methoxy-2-oxopropyl)-2,2-dimethyl-1,3-dioxin-4-one COCC(CC1=CC(OC(O1)(C)C)=O)=O